Succinic acid iron(II) salt [Fe+2].C(CCC(=O)[O-])(=O)[O-]